C(C)C1=CC2=C(C(C=3NC4=CC(=CC=C4C3C2=O)C#C)(C)C)C=C1C1CCNCC1 9-Ethyl-3-ethynyl-6,6-dimethyl-8-(piperidin-4-yl)-5,6-dihydro-11H-benzo[b]carbazole-11-one